ClC1=C(C=CC=C1)N1C=2N(C3=C(C1=O)C=NC(=N3)NC3=CC=C1C(CN(CC1=C3)CC3=CC=C(C=C3)N3C=NC=C3)(C)C)C=CN2 6-(2-chlorophenyl)-2-({2-[4-(1H-imidazol-1-yl)benzyl]-4,4-dimethyl-1,2,3,4-tetrahydroisoquinolin-7-yl}amino)imidazo[1,2-a]pyrimido[5,4-e]pyrimidin-5(6H)-one